2'-(pyridin-4-ylmethyl)-N-[(2S)-tetrahydrofuran-2-ylmethyl]-8'-(trifluoromethyl)-2',5'-dihydrospiro[cyclobutane-1,4'-furo[2,3-g]indazole]-7'-carboxamide N1=CC=C(C=C1)CN1N=C2C3=C(CC4(C2=C1)CCC4)OC(=C3C(F)(F)F)C(=O)NC[C@H]3OCCC3